BrC1=CC=C2C(NN=CC2=C1)=O 7-bromo-4-oxo-3,4-dihydrophthalazine